ethyl-6-(oxan-4-yl)-5,8-dioxo-5,6,7,8-tetrahydro-4H-pyrazolo[1,5-a]pyrrolo[3,4-d]pyrimidine C(C)C1=NN2C(NC3=C(C2=O)CN(C3=O)C3CCOCC3)=C1